2-Amino-7-(3,4-difluorobenzyl)-9-((2R,3R,5S)-3-hydroxy-5-(hydroxymethyl)tetrahydrofuran-2-yl)-7,9-dihydro-1H-purin-6,8-dion NC=1NC(C=2N(C(N(C2N1)[C@@H]1O[C@@H](C[C@H]1O)CO)=O)CC1=CC(=C(C=C1)F)F)=O